N-phenylurea C1(=CC=CC=C1)NC(=O)N